C(CCCCCCCCCCCCC(=O)O)C(=O)O tridecane-1,13-dicarboxylic acid